N-((3S,5R)-1-(5-Chloro-4-(((S)-2-cyclopropyl-3,3-difluoro-7-methyl-6-oxo-1,2,3,4,6,7-hexahydro-[1,4]oxazepino[2,3-c]chinolin-10-yl)amino)pyrimidin-2-yl)-5-methylpiperidin-3-yl)acetamid ClC=1C(=NC(=NC1)N1C[C@H](C[C@H](C1)C)NC(C)=O)NC1=CC=2C3=C(C(N(C2C=C1)C)=O)OCC([C@@H](N3)C3CC3)(F)F